CC1=C(C=C(C(=O)NC2=NC=CC(=C2)C(F)(F)F)C=C1)C#CC=1C=CC2=C(N(C=N2)C)C1 4-methyl-3-((1-methyl-1H-benzo[d]imidazol-6-yl)ethynyl)-N-(4-(trifluoromethyl)pyridin-2-yl)benzamide